C(\C=C\CCCCCCCCC)=O (2E)-2-DODECENAL